S1SC(C=C1)CCCCC(=O)O 1,2-dithiol-3-pentanoic acid